N-[2-(1-ethylpyrazol-4-yl)thieno[3,2-c]pyridin-4-yl]-2-fluoro-N-[(3R)-3-piperidyl]-4-(triazolo[4,5-b]pyridin-3-yl)benzamide C(C)N1N=CC(=C1)C1=CC=2C(=NC=CC2S1)N(C(C1=C(C=C(C=C1)N1N=NC=2C1=NC=CC2)F)=O)[C@H]2CNCCC2